C(C(=C)C)(=O)OC1=C(C=C(C=C1Cl)Cl)Cl 2,4,6-trichlorophenyl methacrylate